BrC1=CC=C(C=C1)OCCCCCCCCCC=C 1-bromo-4-(undec-10-en-1-yloxy)benzene